FC(C1=CC=C(C=C1)C(C(=O)O)(F)F)F 4-(difluoromethyl)-α,α-difluoro-benzeneacetic acid